Cl.C(CCCCCCCCCCCCCCCCCC)N(C1=CC=CC=C1)CCCCCCCCCCCCCCCCCCC N,N-dinonadecylaniline hydrochloride